FC(C1=CC=C(NC2=NC=CC=C2C#N)C=C1)(F)F [4-(trifluoromethyl)anilino]pyridine-3-carbonitrile